4-[5-(3,5-dichlorophenyl)-4,5-dihydro-5-(trifluoromethyl)-3-isoxazolyl]-2-methyl-N-(cis-1-oxo(oxo)-3-thietanyl)-benzamide ClC=1C=C(C=C(C1)Cl)C1(CC(=NO1)C1=CC(=C(C(=O)NC2C(S(C2)=O)=O)C=C1)C)C(F)(F)F